C(C)OC1=C(C(=C(C=C1)Br)F)F 4-ethoxy-2,3-difluorobromobenzene